5-(methoxycarbonyl)-4-methyl-1,3-thiazol COC(=O)C1=C(N=CS1)C